BrC=1C=CC2=C(OCC(N2)=O)C1 7-Bromo-2H-benzo[b][1,4]oxazin-3(4H)-one